3,5-dimethyl-3,5-dimethoxybiphenyl CC1(CC(=CC(C1)(OC)C)C1=CC=CC=C1)OC